FCCC Fluoropropan